CC(C(=O)C1=CC=C(C=C1)SC)(C)N1CCOCC1 2-methyl-1-[4-(methylthio)phenyl]-2-(4-morpholinyl)-1-propanone